N-(2-(4-(azidomethyl)piperidin-1-yl)ethyl)-2'-fluoro-6'-(trifluoromethyl)-[1,1'-biphenyl]-4-sulfonamide N(=[N+]=[N-])CC1CCN(CC1)CCNS(=O)(=O)C1=CC=C(C=C1)C1=C(C=CC=C1C(F)(F)F)F